(NZ,R)-2-methyl-N-[1-[6-methyl-4-oxo-2-(1-piperidyl)chromen-8-yl]ethylidene]propane-2-sulfinamide CC(C)(C)[S@@](=O)\N=C(\C)/C=1C=C(C=C2C(C=C(OC12)N1CCCCC1)=O)C